FC(C1=NC=CC=C1C1CN(C1)C(=O)[C@@H]1CC[C@H]2N1C([C@H](CCC2)NC(=O)C2=CC1=C(S2)C=CC(=C1)CP(O)(O)=O)=O)F ((2-(((3S,6S,9aS)-3-(3-(2-(difluoromethyl)pyridin-3-yl)azetidine-1-carbonyl)-5-oxooctahydro-1H-pyrrolo[1,2-a]azepin-6-yl)carbamoyl)benzo[b]thiophen-5-yl)methyl)phosphonic acid